tert-butyl (S)-4-(4-bromo-1-(oxetan-3-yl)-1H-pyrazol-5-yl)-3-methylpiperazine-1-carboxylate BrC=1C=NN(C1N1[C@H](CN(CC1)C(=O)OC(C)(C)C)C)C1COC1